BrC=1C(=CC(=NC1)OC)Cl 5-bromo-4-chloro-2-methoxypyridine